N-(3,4-bis(3-(4-acetylphenyl)ureido)phenyl)toluenesulfonamide C(C)(=O)C1=CC=C(C=C1)NC(NC=1C=C(C=CC1NC(=O)NC1=CC=C(C=C1)C(C)=O)NS(=O)(=O)CC1=CC=CC=C1)=O